CN(CCN1CCCCC1)C N,N-dimethyl-2-(piperidin-1-yl)ethan-1-amine